2-hydroxy-6-methoxy-1-naphthaldehyde OC1=C(C2=CC=C(C=C2C=C1)OC)C=O